N-(3-(1,1-difluoroethyl)phenyl)-1-(4-methoxy-3-(pyridin-3-yl)phenyl)-3-methyl-5-oxo-4,5-dihydro-1H-pyrazole-4-carboxamide FC(C)(F)C=1C=C(C=CC1)NC(=O)C1C(=NN(C1=O)C1=CC(=C(C=C1)OC)C=1C=NC=CC1)C